(R)-phenyl-(pyridin-3-yl)methanol C1(=CC=CC=C1)[C@@H](O)C=1C=NC=CC1